isopropyl (((6-hydroxy-3'-methyl-4-pentyl-[1,1'-biphenyl]-2-yl)oxy)(methyl)phosphoryl)-L-alaninate OC1=CC(=CC(=C1C1=CC(=CC=C1)C)OP(=O)(C)N[C@@H](C)C(=O)OC(C)C)CCCCC